O=S1(N=C2N(CC1)CCCC2C2=CC=C(OC1=C(C=C(C#N)C=C1)C)C=C2)=O 4-[4-(2,2-dioxido-3,4,6,7,8,9-hexahydropyrido[2,1-c][1,2,4]thiadiazin-9-yl)phenoxy]-3-methylbenzonitrile